ClC1=C(C(=CC=C1)Cl)N1N=C(C(=C1)NC1=CC=C(C=C1)C=1N(C=C(N1)C(F)(F)F)CCN(C)C)C(=O)N 1-(2,6-dichlorophenyl)-4-((4-(1-(2-(dimethylamino)ethyl)-4-(trifluoromethyl)-1H-imidazol-2-yl)phenyl)amino)-1H-pyrazole-3-carboxamide